BrC1=CC=C(C=C1)C=1C=CC=C2C=3C=CC=CC3C=CC12 8-(4-bromophenyl)phenanthrene